F[P-](F)(F)(F)(F)F.N1(N=NC2=C1N=CC=C2)O[P+](ON2N=NC1=C2N=CC=C1)ON1N=NC2=C1N=CC=C2 tris(7-azabenzotriazole-1-oxy)phosphorus hexafluorophosphate